N1=CC(=CC=C1)C1=NC(=CC(=N1)O)O 2-pyridin-3-yl-pyrimidine-4,6-diol